CN1N=C2C=CC(=C(C2=C1)C)C1=CC=C(N=N1)NC1(C[C@@H]2[C@@H](CN(C2)CC2CCOCC2)C1)[2H] (3aR,5s,6aS)-N-(6-(2,4-dimethyl-2H-indazol-5-yl)pyridazin-3-yl)-2-((tetrahydro-2H-pyran-4-yl)methyl)octahydrocyclopenta[c]pyrrol-5-d-5-amine